N1(CCC1)C1=C(C=C(C=N1)NC(=O)C=1C=NN(C1C(F)(F)F)C=1C=2C3=C(C(NC3=CC1)=C=O)C=CC2)Cl N-(6-(azetidin-1-yl)-5-chloropyridin-3-yl)-1-(2-carbonyl-1,2-dihydrobenzo[cd]indol-6-yl)-5-(Trifluoromethyl)-1H-pyrazole-4-carboxamide